3-methyl-4-(1-(2-methyl-4-(trifluoromethoxy)phenyl)-4-oxo-6-(trifluoromethyl)-1,4-dihydroquinazolin-3(2H)-yl)pyridine 1-oxide CC=1C=[N+](C=CC1N1CN(C2=CC=C(C=C2C1=O)C(F)(F)F)C1=C(C=C(C=C1)OC(F)(F)F)C)[O-]